C12CN(CC2C1)C1=CC=CC(=N1)F 6-{3-Azabicyclo[3.1.0]hexan-3-yl}-2-fluoropyridin